amino(6-(2-(pyridin-3-yl)acetamido)naphthalen-2-yl)methaniminium NC(=[NH2+])C1=CC2=CC=C(C=C2C=C1)NC(CC=1C=NC=CC1)=O